monobutyloxyzirconium C(CCC)O[Zr]